ClC=1C=NC=C(C1[C@@H](C)OC=1C=C2C(=NNC2=CC1)C=1C=CC(=NC1)C1=CC=2N(C=C1)C=NN2)Cl (R)-7-(5-(5-(1-(3,5-dichloropyridin-4-yl)ethoxy)-1H-indazol-3-yl)pyridin-2-yl)-[1,2,4]triazolo[4,3-a]pyridine